O=C1CCN(CCC1)C(=O)OC(C)(C)C 2-methylpropane-2-yl 4-oxoazepane-1-carboxylate